CC1(C[C@@H](N1)[C@H](O)C1=C(C=CC=C1)F)C (R)-[(R)-4,4-dimethyl-2-azetidinyl](o-fluorophenyl)methanol